1,3-Diphenyl-4,4,5,5-tetramethylimidazolinium chlorid [Cl-].C1(=CC=CC=C1)[NH+]1CN(C(C1(C)C)(C)C)C1=CC=CC=C1